CN(C)CC1=NC=CC(=C1)N 2-((dimethylamino)methyl)pyridin-4-amine